(S)-4-(5-fluorothiophen-2-yl)-6-(4-(methoxycarbonyl)phenyl)-3,6-dihydropyridine-1(2H)-carboxylic acid benzyl ester C(C1=CC=CC=C1)OC(=O)N1CCC(=C[C@H]1C1=CC=C(C=C1)C(=O)OC)C=1SC(=CC1)F